octyldodecanol neopentanoate C(C(C)(C)C)(=O)OC(CCCCCCCCCCC)CCCCCCCC